C(CCC)[C@@]1(CSC2=C([C@H](N1)C1=CC=CC=C1)C=C(C(=C2)OC)OC)CC (3R,5R)-3-butyl-3-ethyl-2,3,4,5-tetrahydro-7,8-dimethoxy-5-phenyl-1,4-benzothiazepine